6-[2-fluoro-4-(3-hydroxypropoxy)-3,5-dimethylphenyl]-5-methyl-4,5-dihydro-2H-pyridazin-3-one FC1=C(C=C(C(=C1C)OCCCO)C)C=1C(CC(NN1)=O)C